FC(CO)(F)C=1C=C(C=CC1)[C@@H](C)NC1=NC=2N(C=3C1=CN(C(C3)=O)C3CCOCC3)N=CC2 (R)-5-((1-(3-(1,1-difluoro-2-hydroxyethyl)phenyl)ethyl)amino)-7-(tetrahydro-2H-pyran-4-yl)pyrazolo[1,5-a]pyrido[3,4-e]pyrimidin-8(7H)-one